OC(CN(CCCCC(=O)OCCN1CCN(CC1)CCSSCCCCN(CC(CCCCCC\C=C/C\C=C/CCCCC)O)CC(CCCCCC\C=C/C\C=C/CCCCC)O)CC(CCCCCCCC)O)CCCCCCCC 2-(4-(2-((4-(Bis((9Z,12Z)-2-hydroxyoctadeca-9,12-dien-1-yl)amino)butyl)disulfaneyl)ethyl)piperazin-1-yl)ethyl 5-(bis(2-hydroxydecyl)amino)pentanoate